but-3-ynyl 5-methylsulfonyl-4-oxo-1-[4-(trifluoromethoxy)phenyl]cinnoline-3-carboxylate CS(=O)(=O)C1=C2C(C(=NN(C2=CC=C1)C1=CC=C(C=C1)OC(F)(F)F)C(=O)OCCC#C)=O